C(CCCCCCC)C(OP(=O)([O-])O)C[N+](C)(C)C Octyl-phospho-choline